O[C@@H](CCCCCCCCC(=O)O)CCCCCCCC R-10-HYDROXYOCTADECANOIC ACID